4-[4-(1,3-benzothiazol-2-yloxy)phenyl]-2-(4-fluorophenyl)butan-2-ol S1C(=NC2=C1C=CC=C2)OC2=CC=C(C=C2)CCC(C)(O)C2=CC=C(C=C2)F